C(C)(C)(C)OC(=O)N(C)CC=1C=C(C=CC1)C(CC(=O)OCC)C1=C(C2=C(N(N=N2)CCCOCC2=CC=C(C(=O)OC(C)(C)C)C=C2)C=C1)C tert-butyl 4-((3-(5-(1-(3-(((tert-butoxycarbonyl)(methyl)amino)methyl) phenyl)-3-ethoxy-3-oxopropyl)-4-methyl-1H-benzo[d][1,2,3]triazol-1-yl)propoxy)methyl)benzoate